N-(4,4-difluorocyclohexyl)-5-(quinolin-6-yl)-7H-pyrrolo[2,3-d]pyrimidin-2-amine FC1(CCC(CC1)NC=1N=CC2=C(N1)NC=C2C=2C=C1C=CC=NC1=CC2)F